ClC=1C=C(C(=NC1)C1=NC(=CC(=N1)N)N)SC (5-chloro-3-(methylthio)pyridin-2-yl)pyrimidine-4,6-diamine